BrC=1C=C(C=CC1)C1(CCC1)CC1=NN=CN1C 3-{[1-(3-bromophenyl)cyclobutyl]methyl}-4-methyl-1,2,4-triazole